3-[3-Methyl-2-oxo-5-(piperidin-4-yl)-1,3-benzodiazol-1-yl]piperidine-2,6-dione trifluoroacetate FC(C(=O)O)(F)F.CN1C(N(C2=C1C=C(C=C2)C2CCNCC2)C2C(NC(CC2)=O)=O)=O